N-(2-acryloyloxyethyl)-N-benzyl-N,N-dimethylammonium iodide [I-].C(C=C)(=O)OCC[N+](C)(C)CC1=CC=CC=C1